diethyl-(2,6-di-tert-butyl)4-methylphenol C(C)C=1C(=C(C(=C(C1C(C)(C)C)O)C(C)(C)C)CC)C